CC(C=CC(C(=O)O)NC(C1=CC=C(C=C1)OC=1C=NC=CC1)=O)(C)C 5,5-dimethyl-2-[p-(3-pyridyloxy)benzoylamino]-3-hexenoic acid